BrC1=NC(=CC=C1)OCC=1SC(=CC1F)Cl 2-bromo-6-((5-chloro-3-fluorothiophen-2-yl)methoxy)pyridine